CC1=CC2=C(N=CN=C2C=2CCN(CC2)CC=2C=C3CN(C(C3=CC2)=O)N2C(NC(CC2)=O)=O)S1 1-(5-((4-(6-methylthieno[2,3-d]pyrimidin-4-yl)-3,6-dihydropyridin-1(2H)-yl)methyl)-1-oxoisoindolin-2-yl)dihydropyrimidine-2,4(1H,3H)-dione